ClC1=C(C(=CC=C1Cl)O)C(NC(=O)C1CNC1)C1=CC=NC=C1 N-[(2,3-dichloro-6-hydroxyphenyl)(pyridin-4-yl)methyl]azetidine-3-carboxamide